(E)-2-methyl-3,4-dihydronaphthalene-1(2H)-one oxime CC1\C(\C2=CC=CC=C2CC1)=N/O